C1(CC1)N1CCN(CCC1)C1=CC=C(C=C1)[N+](=O)[O-] 1-cyclopropyl-4-(4-nitrophenyl)-1,4-diazepane